tert-butyl 2-((benzyloxy)methyl)-4-((1-((2-hydroxyethyl)sulfonyl)-2-methylpropan-2-yl)oxy)-2-(3-iodophenyl)butanoate C(C1=CC=CC=C1)OCC(C(=O)OC(C)(C)C)(CCOC(CS(=O)(=O)CCO)(C)C)C1=CC(=CC=C1)I